C1=CC=CC=2C3=CC=CC=C3C(C12)COC(=O)NC(C(=O)O)(CC1CCCCC1)C 2-(9H-fluoren-9-ylmethoxycarbonylamino)-3-cyclohexyl-2-methylpropionic acid